1-(5-Chloro-2-(((1-(((1,1,1,3,3,3-hexafluoropropan-2-yl)oxy)carbonyl)-4-methylpiperidin-4-yl)(methyl)amino)methyl)phenyl)piperidine-4-carboxylic acid ClC=1C=CC(=C(C1)N1CCC(CC1)C(=O)O)CN(C)C1(CCN(CC1)C(=O)OC(C(F)(F)F)C(F)(F)F)C